2-{6-Cyclopropyl-4-[2-(4-methyl-1,2,4-triazol-3-yl)phenyl]pyridin-2-yl}-5-fluoro-6-({[(1-hydroxycyclobutyl)methyl]amino}methyl)-3H-isoindol-1-one C1(CC1)C1=CC(=CC(=N1)N1C(C2=CC(=C(C=C2C1)F)CNCC1(CCC1)O)=O)C1=C(C=CC=C1)C1=NN=CN1C